C(C(=O)C)OC1=CC=C2C(=C(C(OC2=C1)=O)CC1=C(C(=NC=C1)N)F)C 7-acetonyloxy-3-[(2-amino-3-fluoro-4-pyridyl)methyl]-4-methyl-chromen-2-one